ClC1=NC(=NC(=C1)C(=C)OCC)C 4-chloro-6-(1-ethoxyvinyl)-2-methylpyrimidine